ClC1=C(OC2=CC=CC3=C2NC(=NS3(=O)=O)NCC3=CC2=C(OCCO2)C=C3)C=CC=C1 5-(2-chlorophenoxy)-3-(((2,3-dihydrobenzo[b][1,4]dioxin-6-yl)methyl)amino)-4H-benzo[e][1,2,4]thiadiazine 1,1-dioxide